C(C)N1N(C(=C(N1)C(=O)O)C)C1=C(C=C(C=C1)Cl)Cl.ClC1=C(C=CC(=C1)Cl)N1N=NC(=C1C)C(=O)OCC ethyl 1-(2,4-dichlorophenyl)-5-methyl-1H-1,2,3-triazole-4-carboxylate (ethyl 1-(2,4-dichlorophenyl)-5-methyl-1H-1,2,3-triazole-4-carboxylate)